rel-(2R,6S)-6-isopropyl-2,4-dimethylcyclohex-3-en-1-one C(C)(C)[C@@H]1CC(=C[C@H](C1=O)C)C |o1:3,7|